OC1CCCCNC1 6-hydroxyazepan